SC1=C(C=2C=CC=C(C2C(=C1)C(=O)O)C(=O)O)C(=O)O 2-mercapto-1,4,5-naphthalenetricarboxylic acid